(4-(6-bromo-3-cyanopyrazolo[1,5-a]pyridin-4-yl)-2-((7-bromoheptyl)oxy)phenyl)carbamic acid tert-butyl ester C(C)(C)(C)OC(NC1=C(C=C(C=C1)C=1C=2N(C=C(C1)Br)N=CC2C#N)OCCCCCCCBr)=O